2-chloro-5-(4,4,5,5-tetramethyl-1,3,2-dioxaborolan-2-yl)pyridin-3-amine ClC1=NC=C(C=C1N)B1OC(C(O1)(C)C)(C)C